3-methyl-5-(4-(3-(pyridin-3-yl)propyl)piperazin-1-yl)pyridin CC=1C=NC=C(C1)N1CCN(CC1)CCCC=1C=NC=CC1